C(C1=CC=CC=C1)C1=C(SC=2N3C(COCC21)=NN=C3C)C#CC=3C=NN(C3)CCCNC3=C2C(N(C(C2=CC=C3)=O)C3C(NC(CC3)=O)=O)=O 4-((3-(4-((3-Benzyl-9-methyl-4H,6H-thieno[2,3-e][1,2,4]triazolo[3,4-c][1,4]oxazepin-2-yl)ethynyl)-1H-pyrazol-1-yl)propyl)amino)-2-(2,6-dioxopiperidin-3-yl)isoindolin-1,3-dion